Sodium D-Lactate C([C@H](O)C)(=O)[O-].[Na+]